tert-Butyl (3R)-3-{[5-(5-cyano-2-methylphenyl)-1-trityl-1H-indazol-3-yl]carbamoyl}piperidine-1-carboxylate C(#N)C=1C=CC(=C(C1)C=1C=C2C(=NN(C2=CC1)C(C1=CC=CC=C1)(C1=CC=CC=C1)C1=CC=CC=C1)NC(=O)[C@H]1CN(CCC1)C(=O)OC(C)(C)C)C